FC1=C(C=CC(=C1CC1N(CC2(CC2)C1NS(=O)(=O)CF)C(=O)[C@@H]1OCC1)F)C1=CC=CC=C1 N-(6-((2,4-difluoro-[1,1'-biphenyl]-3-yl)methyl)-5-((R)-oxetane-2-carbonyl)-5-azaspiro[2.4]heptan-7-yl)-1-fluoromethanesulfonamide